S-(5-oxo-5-((4-phenylthiazol-2-yl)amino)pentyl) 2-methylpropane-thioate CC(C(SCCCCC(NC=1SC=C(N1)C1=CC=CC=C1)=O)=O)C